C(CCC)OC(CCNCCC[Si](OC)(OC)OC)=O N-[3-(trimethoxysilyl)propyl]-β-alanine butyl ester